N-methoxy-1-[5-[5-(trifluoromethyl)-1,2,4-oxadiazol-3-yl]-2-pyridinyl]methylamine CONCC1=NC=C(C=C1)C1=NOC(=N1)C(F)(F)F